C[C@@H]1CN(CCN1)C(=O)OC(C)(C)C (R)-3-methyl-N-BOC-piperazine